C(C=1C(C(=O)OCCCCCCC(C)C)=CC(C(=O)OCCCCCCC(C)C)=C(C(=O)OCCCCCCC(C)C)C1)(=O)OCCCCCCC(C)C tetra-i-nonyl pyromellitate